C1(=CC=CC=C1)C1C(C1C1=CC=CC=C1)P(C1CCCCC1)C1CCCCC1 2,3-diphenylcyclopropyl-dicyclohexylphosphine